Cl.ClCCN1CCCCC1 1-(2-chloroethyl)-piperidine hydrochloride